C(C)(C)(C)C1=C(C(=CC=2N1N=C(N2)N(C(O)=O)C(=O)OC(C)(C)C)B2OC(C(O2)(C)C)(C)C)F.C(C)(C)OC2=NN(C=C2)C(C)=O 1-(3-isopropoxy-pyrazol-1-yl)ethanone tert-butyl-(tert-butoxycarbonyl)(6-fluoro-7-(4,4,5,5-tetramethyl-1,3,2-dioxaborolan-2-yl)-[1,2,4]triazolo[1,5-a]pyridin-2-yl)carbamate